C(CCCCCCC)C1C(C1)COC(CCCCCOCC(COCCCCC(=O)OC)N(C)C)=O (2-octylcyclopropyl)methyl-6-(2-(dimethylamino)-3-((5-methoxy-5-oxopentyl)oxy)propoxy)hexanoate